C(=C)C1C(C1)(C(=O)OCC=C)C(=O)OCC=C diallyl 2-vinylcyclopropane-1,1-dicarboxylate